5-bromo-1-fluoro-3-methyl-2-methylsulfonyl-benzene BrC=1C=C(C(=C(C1)F)S(=O)(=O)C)C